C(N)(=N)C=1C=C(SC1)CNC(=O)[C@H]1N(C[C@H](C1)C1=C(C=CC=C1)C)C(CNC(C1=CC=C(C=C1)OC1=CC=C(C=C1)F)=O)=O (2S,4R)-N-((4-carbamimidoylthiophen-2-yl)methyl)-1-((4-(4-fluorophenoxy)benzoyl)glycyl)-4-(o-tolyl)pyrrolidine-2-carboxamide